3-ethyl-1-iodo-5,6,7,8-tetrahydroimidazo[1,5-a]pyrazine C(C)C1=NC(=C2N1CCNC2)I